7-(diethylamino)coumarin bromide [Br-].C(C)N(C1=CC=C2C=CC(OC2=C1)=O)CC